Dibenzyl (1R,2S,5S)-6-oxa-3-azabicyclo[3.1.0]hexane-2,3-dicarboxylate [C@H]12[C@H](N(C[C@@H]2O1)C(=O)OCC1=CC=CC=C1)C(=O)OCC1=CC=CC=C1